CC1(OCC[C@@H](C1)C1=CN2C=C(C(=C2C=C1)C1(CC1)C1=NOC(N1)=C=O)C(=O)O)C (S)-6-(2,2-dimethyl-tetrahydro-2H-pyran-4-yl)-1-(1-(5-carbonyl-4,5-dihydro-1,2,4-oxadiazol-3-yl)cyclopropyl)indolizine-2-carboxylic acid